N-((1H-indol-4-yl)methyl)-2-ethynyl-thiazole-4-carboxamide N1C=CC2=C(C=CC=C12)CNC(=O)C=1N=C(SC1)C#C